CC\C=C/CC=CCC=CC=CCCCCCCCCCC (Z)-docosa-3,6,9,11-tetraene